FCCCN1C[C@@H](CC1)OC1=CC=C(C=C1)C(=O)C=1C2=C(SC1C1=CC=C(C=C1)O)C=C(C=C2)O (R)-(4-((1-(3-fluoropropyl)pyrrolidin-3-yl)oxy)phenyl)(6-hydroxy-2-(4-hydroxyphenyl)benzo[b]thiophen-3-yl)methanone